2-fluoro-4-(trifluoromethyl)-9H-carbazole FC1=CC=2NC3=CC=CC=C3C2C(=C1)C(F)(F)F